2-methyl-4-(trifluoromethyl)benzoic acid-6-d CC1=C(C(=O)O)C(=CC(=C1)C(F)(F)F)[2H]